1'-((8-methoxy-3-methyl-4-oxo-4,5-dihydropyrazolo[1,5-a]quinoxalin-7-yl)methyl)-N-methyl-1',2',3',6'-tetrahydro-[3,4'-bipyridine]-6-carboxamide COC1=C(C=C2NC(C=3N(C2=C1)N=CC3C)=O)CN3CCC(=CC3)C=3C=NC(=CC3)C(=O)NC